tert-butyl ((6-bromopyridin-3-yl)methyl)carbamate BrC1=CC=C(C=N1)CNC(OC(C)(C)C)=O